FC=1C(=CC2=C(C(NC=3CNC[C@@H](C23)N(C(=O)C=2NC3=CC=CC=C3C2)C)=O)C1)F (R)-N-(8,9-difluoro-6-oxo-1,2,3,4,5,6-hexahydrobenzo[c][1,7]naphthyridin-1-yl)-N-methyl-1H-indole-2-carboxamide